C(C)C(COC1=C2C(SC=C2)=C(C2=C1SC=C2)OCC(CCCC)CC)CCCC 4,8-bis[(2-ethylhexyl)oxy]benzo[1,2-b:4,5-b']dithiophene